COC1=CC=C(C=N1)C1=NC=CC=C1C#N 6'-methoxy-[2,3'-bipyridine]-3-carbonitrile